1,3,5-tris(4-t-butyl-3-hydroxy-2,6-dimethylbenzyl)-1,3,5-triazine-2,4,6(1h,3h)-trione C(C)(C)(C)C1=C(C(=C(CN2C(N(C(N(C2=O)CC2=C(C(=C(C=C2C)C(C)(C)C)O)C)=O)CC2=C(C(=C(C=C2C)C(C)(C)C)O)C)=O)C(=C1)C)C)O